N[14C@@H](CCCNC(N)=N)C(=O)O [14C]arginine